3,3,3-trifluoropropane-1-sulfonyl chloride FC(CCS(=O)(=O)Cl)(F)F